N[C@H](C=1N=C2N(N=C(C=C2)CC2(C(NCC(C2)(C)C)=O)C(=O)OC)C1)C1CCC(CC1)C methyl 3-((2-((S)-amino((1r,4S)-4-methylcyclohexyl)methyl)imidazo[1,2-b]pyridazin-6-yl)methyl)-5,5-dimethyl-2-oxopiperidine-3-carboxylate